C(C(C)C)NC(\C=C\CCCCCCC)=O 3E-decenoic acid N-isobutylamide